4H-Chromen O1C=CCC2=CC=CC=C12